3-methyl-1-buten-1-ol CC(C=CO)C